2-[4-(ethoxymethyl)-4-methylcyclohexyl]-1,3-dioxolane C(C)OCC1(CCC(CC1)C1OCCO1)C